CS(=O)(=O)O.C(#N)[C@@H](C)NC1=CC(=NC=C1C(=O)O)C1=CC=C2N1N=CC(=C2)C#N (R)-4-((1-cyanoethyl)amino)-6-(3-cyanopyrrolo[1,2-b]pyridazin-7-yl)nicotinic acid methanesulfonate